C(C)(C)(C)OC(=O)N[C@@]1([C@H](C1)C=C)C(=O)O (1S,2R)-1-((tertbutoxycarbonyl)amino)-2-vinylcyclopropane-1-carboxylic acid